C1(CCCC1)N1C(=CC2=C1N=C(N=C2)NC2=NC=C(C=C2)OC2CCNCC2)C(=O)N(C)C 7-cyclopentyl-N,N-dimethyl-2-((5-(piperidin-4-yloxy)pyridin-2-yl)amino)-7H-pyrrolo[2,3-d]pyrimidine-6-carboxamide